(3S)-N-[(1S)-1-cyano-2-[(3R)-5,5-dimethyl-2-oxo-pyrrolidin-3-yl]ethyl]-2-(4-methoxy-1H-indole-2-carbonyl)-2-azaspiro[4.5]decane-3-carboxamide C(#N)[C@H](C[C@H]1C(NC(C1)(C)C)=O)NC(=O)[C@H]1N(CC2(C1)CCCCC2)C(=O)C=2NC1=CC=CC(=C1C2)OC